(R)-4-((3-Methyloxyoxetan-3-yl)methyl)-8-(5-methylthiazol-2-yl)-3-oxo-N-(1-(2-(trifluoromethyl)pyrimidin-5-yl)ethyl)-3,4-dihydro-2H-benzo[b][1,4]oxazine-6-carboxamide COC1(COC1)CN1C2=C(OCC1=O)C(=CC(=C2)C(=O)N[C@H](C)C=2C=NC(=NC2)C(F)(F)F)C=2SC(=CN2)C